[Br-].C(C)C=1NC=CN1 ethyl-imidazole bromide